C(N)(=O)C1=C(C(=C(S1)NC(C(CC)C1=CC(=CC=C1)C(F)(F)F)=O)C(=O)OC)C methyl 5-carbamoyl-4-methyl-2-(2-(3-(trifluoromethyl)phenyl)butanamido)thiophene-3-carboxylate